methyl 2-amino-4-phenylthiophene-3-carboxylate NC=1SC=C(C1C(=O)OC)C1=CC=CC=C1